tert-butyl 4-(((2-(2-methoxyethoxy)-5-(trifluoromethoxy)benzyl)amino) methyl)piperidine-1-carboxylate COCCOC1=C(CNCC2CCN(CC2)C(=O)OC(C)(C)C)C=C(C=C1)OC(F)(F)F